tert-butyl 4-(4-chloro-1-ethyl-6-oxo-2-(trifluoromethyl)-1,6-dihydrochromeno[7,8-d]imidazol-8-yl)piperidine-1-carboxylate ClC1=CC=2C(C=C(OC2C2=C1N=C(N2CC)C(F)(F)F)C2CCN(CC2)C(=O)OC(C)(C)C)=O